C(C)(C)(C)OC(=O)NCCCC[C@@H](C(=O)O)N(C)C (S)-6-((tert-Butoxycarbonyl)amino)-2-(dimethylamino)hexanoic acid